Pyrazine-2-carbonitrile phosphate P(=O)(O)(O)O.N1=C(C=NC=C1)C#N